Cl.FC(C1=CC=C(C=C1)C=1C2=C(N=C(N1)CN)C=CC=N2)(F)F (4-(4-(trifluoromethyl)phenyl)pyrido[3,2-d]pyrimidin-2-yl)methanamine hydrochloride